C(C=C)(=O)O.C(C=C)(=O)O acrylic acid-acrylic acid salt